ClC1=C(OC2(CCN(CC2)C2=CC=C(N=N2)C(=O)NN)C#N)C=C(C=C1)F 6-(4-(2-chloro-5-fluorophenoxy)-4-cyanopiperidin-1-yl)pyridazine-3-carbohydrazide